NC=1N=NC(=CC1N1CC(OCC1)C1=CC=C(C(=O)N2CCC(CC2)CN2CCC(CC2)N2C(=CC3=C(C=CC=C23)N2CNCC=C2)C)C=C1)C1=C(C=CC=C1)O 1-(1-(1-((1-(4-(4-(3-Amino-6-(2-hydroxyphenyl)pyridazin-4-yl)morpholin-2-yl)benzoyl)piperidin-4-yl)methyl)piperidin-4-yl)-2-methyl-1H-indol-4-yl)dihydropyrimidine